rel-tert-butyl (3S,4R)-4-[6-amino-8-oxo-7-(4-phenoxyphenyl) purin-9-yl]-3-fluoropiperidine-1-carboxylate NC1=C2N(C(N(C2=NC=N1)[C@H]1[C@H](CN(CC1)C(=O)OC(C)(C)C)F)=O)C1=CC=C(C=C1)OC1=CC=CC=C1 |o1:10,11|